ClC1=C(C=C(C=C1)C=1C(=C(C=CC1N)N)C)F (4-chloro-3-fluorophenyl)-2-methylbenzene-1,4-diamine